C1(CC1)SC1=C(N)C(=CC(=C1)N1CC2=CC=C(C=C2CC1)F)C 2-(Cyclopropylthio)-4-(6-fluoro-3,4-dihydroisoquinolin-2(1H)-yl)-6-methylaniline